Cl.Cl.NCC1=CC=C(C=C1)C=1N(N=C2C1N=CN(C2=O)CC2(CCN(CC2)CC2=C(C=C(C=C2)C=2SC(=CC2)Cl)Cl)O)C 3-(4-(aminomethyl)phenyl)-6-((1-(2-chloro-4-(5-chlorothien-2-yl)benzyl)-4-hydroxypiperidin-4-yl)methyl)-2-methyl-2,6-dihydro-7H-pyrazolo[4,3-d]pyrimidin-7-one dihydrochloride